C1(CC1)C1=CC=2N(C=C1)N=CC2C2=NC(=CC=C2)C2CNCCC2 5-cyclopropyl-3-[6-(3-piperidyl)-2-pyridyl]pyrazolo[1,5-a]pyridine